N-(5-fluoro-4'-((6-methoxypyrazin-2-yl)amino)-[2,3'-bipyridyl]-6'-yl)acetamide FC=1C=CC(=NC1)C=1C=NC(=CC1NC1=NC(=CN=C1)OC)NC(C)=O